N-((2-(2-fluorophenyl)-3-methyl-1H-indol-5-yl)methyl)pyrimidine-5-carboxamide FC1=C(C=CC=C1)C=1NC2=CC=C(C=C2C1C)CNC(=O)C=1C=NC=NC1